6-bromo-2,3-dihydrobenzo[b]thiophene-1,1-dioxide BrC=1C=CC2=C(S(CC2)(=O)=O)C1